[(1R,2R)-1,2-diphenyl-2-(3-phenylpropylamino)ethyl]-(4-methylphenyl)sulfonylazanide C1(=CC=CC=C1)[C@H]([C@H](NCCCC1=CC=CC=C1)C1=CC=CC=C1)[N-]S(=O)(=O)C1=CC=C(C=C1)C